CN(NCCO)C N-dimethylamino-ethanolamine